2-(3-((S)-1-(4-methyl-4H-1,2,4-triazol-3-yl)-2-((R)-tetrahydrofuran-3-yl)ethyl)phenyl)-6-(((1-methylcyclobutyl)amino)methyl)-4-(trifluoromethyl)isoindolin-1-one CN1C(=NN=C1)[C@@H](C[C@H]1COCC1)C=1C=C(C=CC1)N1C(C2=CC(=CC(=C2C1)C(F)(F)F)CNC1(CCC1)C)=O